N5-(tert-butyl)-N7-((R)-2-methoxypropyl)-2-(1-(tetrahydro-2H-pyran-2-yl)-1H-pyrazol-5-yl)thieno[3,2-b]pyridine-5,7-diamine C(C)(C)(C)NC1=CC(=C2C(=N1)C=C(S2)C2=CC=NN2C2OCCCC2)NC[C@@H](C)OC